(S)-benzyl 2-((tert-butoxycarbonyl)amino)-3-(3-(trifluoromethoxy)phenyl)propanoate C(C)(C)(C)OC(=O)N[C@H](C(=O)OCC1=CC=CC=C1)CC1=CC(=CC=C1)OC(F)(F)F